2-(dimethylamino)-1-(4-(5-(3-isopropyl-2-(2-methylpyridin-4-yl)-1H-indol-5-yl)-4H-1,2,4-triazol-3-yl)piperidin-1-yl)ethan-1-one CN(CC(=O)N1CCC(CC1)C1=NN=C(N1)C=1C=C2C(=C(NC2=CC1)C1=CC(=NC=C1)C)C(C)C)C